N-(3-(2'-Amino-7'-oxo-5'H-spiro[cyclopropane-1,8'-pyrido[4,3-d]pyrimidine]-6'(7'H)-yl)-4-methylphenyl)-2-(trifluoromethyl)isonicotinamide NC=1N=CC2=C(N1)C1(C(N(C2)C=2C=C(C=CC2C)NC(C2=CC(=NC=C2)C(F)(F)F)=O)=O)CC1